N-(4-((3-(benzyloxy-methyl)-3-phenethyl-pyrrolidin-1-yl)methyl)phenyl)acetamide C(C1=CC=CC=C1)OCC1(CN(CC1)CC1=CC=C(C=C1)NC(C)=O)CCC1=CC=CC=C1